perfluoro-n-hexyl-ethanol FC(C(F)(F)F)(O)C(C(C(C(C(C(F)(F)F)(F)F)(F)F)(F)F)(F)F)(F)F